1-((S)-2-(3-((2-((3S,4R)-3-fluoro-4-methoxypiperidin-1-yl)pyrimidin-4-yl)amino)-8-((S)-3-((methylsulfonyl)methyl)piperidin-1-yl)isoquinolin-5-yl)pyrrolidin-1-yl)prop-2-en-1-one F[C@H]1CN(CC[C@H]1OC)C1=NC=CC(=N1)NC=1N=CC2=C(C=CC(=C2C1)[C@H]1N(CCC1)C(C=C)=O)N1C[C@H](CCC1)CS(=O)(=O)C